3-(6-methyl-1-(tetrahydro-2H-pyran-2-yl)-4-(4,4,5,5-tetramethyl-1,3,2-dioxaborolan-2-yl)-1H-indazol-5-yl)propyl 4-methylbenzenesulfonate CC1=CC=C(C=C1)S(=O)(=O)OCCCC=1C(=C2C=NN(C2=CC1C)C1OCCCC1)B1OC(C(O1)(C)C)(C)C